BrC1=C(C=C(C(=O)NC=2C=NC(=CC2)C2=C(C=C(C=C2)C2=NOC(=N2)C)Cl)C=C1)OCCN(C)C 4-bromo-N-(6-(2-chloro-4-(5-methyl-1,2,4-oxadiazol-3-yl)phenyl)pyridin-3-yl)-3-(2-(dimethylamino)ethoxy)benzamide